tert-Butyl 7-(4,4,5,5-tetramethyl-1,3,2-dioxaborolan-2-yl)-3,4-dihydroisoquinoline-2(1H)-carboxylate CC1(OB(OC1(C)C)C1=CC=C2CCN(CC2=C1)C(=O)OC(C)(C)C)C